tert-butyl ((3-bromo-5-methylphenyl)(methyl)(oxo)-λ6-sulfaneylidene)carbamate BrC=1C=C(C=C(C1)C)S(=O)(C)=NC(OC(C)(C)C)=O